C(C)(=O)C1=NN(C2=CC=C(C=C12)C1=NC(=NC=C1)C)CC(=O)OC(C)(C)C tert-Butyl 2-(3-acetyl-5-(2-methylpyrimidin-4-yl)-1H-indazol-1-yl)acetate